1-benzyl-5-(pyridin-2-yl)-1H-pyrazol C(C1=CC=CC=C1)N1N=CC=C1C1=NC=CC=C1